(6-chloro-2-methyl-3-pyridyl)methanol ClC1=CC=C(C(=N1)C)CO